((1H-indol-4-yl)oxy)-2-((2-fluoro-4-iodophenyl)amino)-1-methyl-6-oxo-1,6-dihydropyridine-3-carboxamide N1C=CC2=C(C=CC=C12)OC=1C(=C(N(C(C1)=O)C)NC1=C(C=C(C=C1)I)F)C(=O)N